FC=1C(NC(N(C1)CC(=O)NC1=CC(=CC=C1)OC)=O)=O 2-(5-fluoro-2,4-dioxo-3,4-dihydropyrimidin-1(2H)-yl)-N-(3-methoxyphenyl)acetamide